CN(C1=CC=C(C2=CC=CC=C12)N(C)C)C N,N,N',N'-tetramethyl-1,4-naphthalenediamine